3,6-Dichloro-1-(3-((1',3',5-trimethyl-4-nitro-1'H-[1,4'-bipyrazol]-3-yl)oxy)propyl)-1H-pyrazolo[3,4-d]pyrimidine ClC1=NN(C2=NC(=NC=C21)Cl)CCCOC2=NN(C(=C2[N+](=O)[O-])C)C=2C(=NN(C2)C)C